[Br-].COC([C@H](C[Zn+])C)=O (R)-(3-methoxy-2-methyl-3-oxopropyl)zinc (II) bromide